The molecule is an organosulfonate oxoanion obtained by deprotonation of the sulfo group of 2'-(4-aminophenyl)-6-methyl[2,6'-bi-1,3-benzothiazole]-7-sulfonic acid. It is a conjugate base of a primuline (acid form). CC1=C(C2=C(C=C1)N=C(S2)C3=CC4=C(C=C3)N=C(S4)C5=CC=C(C=C5)N)S(=O)(=O)[O-]